CN1N=CC(=C1)C=1C=C2C=3CCCC(C3NC2=CC1)N[C@H](C)C1=CC=CC=C1 6-(1-methyl-1H-pyrazol-4-yl)-N-((R)-1-phenylethyl)-2,3,4,9-tetrahydro-1H-carbazol-1-amine